4-(3-bromo-1,6-dimethyl-2-oxo-1,2-dihydro-1,5-naphthyridin-4-yl)piperazine-1-carboxylic acid tert-butyl ester C(C)(C)(C)OC(=O)N1CCN(CC1)C1=C(C(N(C2=CC=C(N=C12)C)C)=O)Br